C(C)(C)(C)C=1C=C(C=C(C1O)C(C)(C)C)CCC(=O)OCC(COC(CCC1=CC(=C(C(=C1)C(C)(C)C)O)C(C)(C)C)=O)(COC(CCC1=CC(=C(C(=C1)C(C)(C)C)O)C(C)(C)C)=O)COC(CCC1=CC(=C(C(=C1)C(C)(C)C)O)C(C)(C)C)=O pentaerythritol tetrakis[3-[3,5-di-tert-butyl-4-hydroxyphenyl] propionate]